(3R)-3-((6-(4-ethynyl-2-hydroxyphenyl)-5-methyl-1,2,4-triazin-3-yl)amino)-1-methylpiperidin-1-oxide C(#C)C1=CC(=C(C=C1)C1=C(N=C(N=N1)N[C@H]1C[N+](CCC1)(C)[O-])C)O